N1(CCCCC1)CCOCCN(CCC#N)C 2-[2-(1-piperidinyl)ethoxy]ethyl-N-methyl-N-(2-cyanoethyl)-amine